BrC=1C(=NC=CC1)CC1N(C(C2=CC=CC=C12)=O)CC1CC(C1)(O)CC(=O)O 2-[3-[[1-[(3-bromo-2-pyridyl)methyl]-3-oxo-isoindolin-2-yl]methyl]-1-hydroxy-cyclobutyl]acetic acid